COC(C(C)(C)C=1C=CC(=NC1)N1CC(N(CC1)C(=O)OC(C)(C)C)(C)C)=O tert-butyl 4-(5-(1-methoxy-2-methyl-1-oxopropan-2-yl)pyridin-2-yl)-2,2-dimethylpiperazine-1-carboxylate